N-(2,2-difluoro-1,3-benzodioxol-4-yl)-5-phenyl-1H-pyrrole-3-sulfonamide FC1(OC2=C(O1)C=CC=C2NS(=O)(=O)C2=CNC(=C2)C2=CC=CC=C2)F